N-(5-methoxy-6-(3-methyl-6-(pyrazolo[1,5-a]pyrimidin-3-yl)-1H-pyrazolo[4,3-c]pyridin-1-yl)pyridin-3-yl)methanesulfonamide COC=1C=C(C=NC1N1N=C(C=2C=NC(=CC21)C=2C=NN1C2N=CC=C1)C)NS(=O)(=O)C